tetrakis-(triphenylphosphine) palladium [Pd].C1(=CC=CC=C1)P(C1=CC=CC=C1)C1=CC=CC=C1.C1(=CC=CC=C1)P(C1=CC=CC=C1)C1=CC=CC=C1.C1(=CC=CC=C1)P(C1=CC=CC=C1)C1=CC=CC=C1.C1(=CC=CC=C1)P(C1=CC=CC=C1)C1=CC=CC=C1